CC(CCOC1=CC=C(C=C1)[C@H](CC(=O)O)C#CC)(C)C (3S)-3-[4-(3,3-dimethylbutoxy)phenyl]hex-4-ynoic acid